(4-(((6-amino-5-(4-phenoxyphenyl)pyrimidin-4-yl)amino)methyl)piperidin-1-yl)(2-fluoropyridin-3-yl)methanone NC1=C(C(=NC=N1)NCC1CCN(CC1)C(=O)C=1C(=NC=CC1)F)C1=CC=C(C=C1)OC1=CC=CC=C1